COC1=CC=C(/C=C/C=O)C=C1 (E)-p-methoxycinnamaldehyde